5-(imidazo[1,2-a]pyridin-6-yl)-N-(3,3,3-trifluoropropyl)pyrrolo[2,1-f][1,2,4]triazin-2-amine N=1C=CN2C1C=CC(=C2)C=2C=CN1N=C(N=CC12)NCCC(F)(F)F